(1S,2R,3S,5R)-3-(2-(2-amino-3-bromoquinolin-7-yl)ethyl)-5-(4-amino-7H-pyrrolo[2,3-d]pyrimidin-7-yl)cyclopentane-1,2-diol NC1=NC2=CC(=CC=C2C=C1Br)CC[C@@H]1[C@H]([C@H]([C@@H](C1)N1C=CC2=C1N=CN=C2N)O)O